ClC1=CC(=NC(=C1)N(CC)CC)CN(C(OC(C)(C)C)=O)C tert-butyl ((4-chloro-6-(diethylamino)pyridin-2-yl)methyl)(methyl)carbamate